(-)-secbutoxychromone C(C)(CC)OC=1OC2=CC=CC=C2C(C1)=O